(S)-(4-(6,7-difluorobenzo[d]oxazol-2-yl)-6,7-dihydro-1H-imidazo[4,5-c]pyridin-5(4H)-yl)(4-(difluoromethyl)oxazol-5-yl)methanone FC1=C(C2=C(N=C(O2)[C@H]2N(CCC3=C2N=CN3)C(=O)C3=C(N=CO3)C(F)F)C=C1)F